N-octyl-N',N'-dimethylurea C(CCCCCCC)NC(=O)N(C)C